OC(=O)C(F)(F)F.C1(CC1)[C@@H]1N(CC[C@H]1N)C=1C=C2C=NN(C2=CC1)C1=CC=C(C=C1)F trans-2-cyclopropyl-1-(1-(4-fluorophenyl)-1H-indazol-5-yl)pyrrolidin-3-amine TFA salt